BrC1(C(=O)O)C(C(=O)O)(C=C(C(=C1)Br)Br)Br 1,2,4,5-tetrabromophthalic acid